4-(4-(4-fluorophenyl)-3-(trifluoromethyl)isoxazol-5-yl)benzene-1,3-diol FC1=CC=C(C=C1)C=1C(=NOC1C1=C(C=C(C=C1)O)O)C(F)(F)F